isoquinoline-6(3H)-carboxylic acid cyclohexyl ester C1(CCCCC1)OC(=O)C1=CC2=CCNC=C2C=C1